C(C)(C)(C)OC(=O)N[C@]1([C@@H](C[C@H](CC1)C(=O)OCC)O)C Ethyl (1S,3R,4R)-4-(tert-butoxycarbonylamino)-3-hydroxy-4-methyl-cyclohexanecarboxylate